[Si](C)(C)(C(C)(C)C)OCCC1[C@H]2CNC[C@@H]12 (1S,5R,6S)-6-(2-(tert-butyldimethylsilyloxy)ethyl)-3-azabicyclo[3.1.0]hexane